4-fluoro-tetrahydropyrrole-1-carboxylic acid tert-butyl ester C(C)(C)(C)OC(=O)N1CCC(C1)F